3-(2-((2-fluoro-3-(methylsulfonyl)phenyl)amino)-5-methylpyrimidin-4-yl)-1-((2-(trimethylsilyl)ethoxy)methyl)-1H-indol-7-amine FC1=C(C=CC=C1S(=O)(=O)C)NC1=NC=C(C(=N1)C1=CN(C2=C(C=CC=C12)N)COCC[Si](C)(C)C)C